trimethyl-silicon 3,3-dimethyl-acrylate CC(=CC(=O)[O-])C.C[Si+](C)C